N-(3-bromobenzyl)-4-(3-(pyridin-4-ylmethyl)ureido)benzamide BrC=1C=C(CNC(C2=CC=C(C=C2)NC(=O)NCC2=CC=NC=C2)=O)C=CC1